(1S,2S)-2-(3-chloro-2''-(3,5-dimethyl-1H-1,2,4-triazol-1-yl)-3',3''-difluoro-5',6-dimethyl-2-oxo-2H-[1,4':2',4''-terpyridin]-4-yl)cyclopropane-1-carboxylic acid ClC=1C(N(C(=CC1[C@@H]1[C@H](C1)C(=O)O)C)C1=C(C(=NC=C1C)C1=C(C(=NC=C1)N1N=C(N=C1C)C)F)F)=O